NC=1NC(C=2N(C(N(C2N1)[C@@H]1O[C@@H](C[C@H]1O)CO)=O)CC#C)=O 2-Amino-9-((2R,3R,5S)-3-hydroxy-5-(hydroxymethyl)tetrahydrofuran-2-yl)-7-(prop-2-yn-1-yl)-7,9-dihydro-1H-purin-6,8-dion